(4-(phenethylamino)piperidin-1-yl)pyrido[2,3-d]pyrimidin-7-one C(CC1=CC=CC=C1)NC1CCN(CC1)C=1N=CC=2C(N1)=NC(CC2)=O